endo-5,6-dimethoxynorbornene COC1C2C=CC(C1OC)C2